CC=1N(C2=CC(=CC=C2C1)C(=O)OC)CC(C)(C)C methyl 2-methyl-1-neopentyl-1H-indole-6-carboxylate